N-((R)-(2-((S)-1-Amino-2-((R)-3,3-difluorocyclopentyl)ethyl)-1H-benzo[d]imidazol-6-yl)(cyclopropyl)methyl)-2-(3,3-difluorocyclobutyl)acetamide N[C@@H](C[C@@H]1CC(CC1)(F)F)C1=NC2=C(N1)C=C(C=C2)[C@H](NC(CC2CC(C2)(F)F)=O)C2CC2